6-fluoro-1-(tetrahydro-2H-pyran-2-yl)-1,9-dihydro-4H-benzo[f]indazol-4-one FC=1C=CC2=C(C(C=3C=NN(C3C2)C2OCCCC2)=O)C1